C(CC(=O)[O-])(=O)OC1=CC=C(C=C1)Br 4-bromophenyl malonate